N1CCC(CC1)C1CN(C1)C=O (3-(piperidin-4-yl)azetidin-1-yl)methanone